triisopropylphosphine C(C)(C)P(C(C)C)C(C)C